(2-chloro-phenyl)-carbamic acid 1-benzyl-1,2,3,4-tetrahydro-quinolin-6-yl ester C(C1=CC=CC=C1)N1CCCC2=CC(=CC=C12)OC(NC1=C(C=CC=C1)Cl)=O